ClC=1C=C(C=CC1Cl)[C@@H]1N(C[C@H](NC1=O)C)C(=O)OC(C)(C)C (2S,5R)-tert-butyl 2-(3,4-dichlorophenyl)-5-methyl-3-oxopiperazine-1-carboxylate